3-bromo-5-(4,4-dimethylcyclohex-1-en-1-yl)-1-methyl-1H-1,2,4-triazole BrC1=NN(C(=N1)C1=CCC(CC1)(C)C)C